bis(ethylmethylamino-2-propoxy)copper C(C)C(C(C)O[Cu]OC(C)C(CC)NC)NC